CN(CCNS(=O)(=O)C1=CC=C(C=C1)NC1=NC=CC(=N1)NC1=NC(=NC=C1)C1=NC(=CC=C1)C)C N-[2-(dimethylamino)ethyl]-4-[[4-[[2-(6-methyl-2-pyridyl)pyrimidin-4-yl]amino]pyrimidin-2-yl]amino]benzenesulfonamide